2-(((5S,7R,8R,9S,10R)-8-hydroxy-7-(hydroxymethyl)-9-(4-(3,4,5-trifluorophenyl)-1H-1,2,3-triazol-1-yl)-1,6-dioxaspiro[4.5]decan-10-yl)oxy)-1-(3-hydroxyazetidin-1-yl)Ethanone O[C@H]1[C@H](O[C@@]2(CCCO2)[C@@H]([C@H]1N1N=NC(=C1)C1=CC(=C(C(=C1)F)F)F)OCC(=O)N1CC(C1)O)CO